oxane-2,3,4,5-tetrol O1C(C(C(C(C1)O)O)O)O